1-oxobutan-2-aminium O=CC(CC)[NH3+]